3,5-di(nonafluorobutyl)-1,2,4-triazole FC(C(C(C1=NNC(=N1)C(C(C(C(F)(F)F)(F)F)(F)F)(F)F)(F)F)(F)F)(C(F)(F)F)F